1-(1-(3,5-difluorophenyl)ethyl)-1H-imidazol-4-amine FC=1C=C(C=C(C1)F)C(C)N1C=NC(=C1)N